C(O)(O)=O.FC(=CF)C 1,2-difluoro 1-methylethylene carbonate